(4-(difluoromethoxy)-2-fluorophenyl)-5-((1-methyl-1H-pyrazol-3-yl)methoxy)isoindolin-1-one FC(OC1=CC(=C(C=C1)N1C(C2=CC=C(C=C2C1)OCC1=NN(C=C1)C)=O)F)F